t-butyl 5-(4-morpholino (trifluoromethyl)benzyl)hexahydropyrrolo[3,4-c]pyrrole-2(1H)-carboxylate O1CCN(CC1)C1=CC=C(C(N2CC3C(C2)CN(C3)C(=O)OC(C)(C)C)C(F)(F)F)C=C1